N-(3-fluoro-2-methyl-5-(3-morpholino-1,2,4-oxadiazol-5-yl)phenyl)imidazo[1,2-a]pyridine-3-carboxamide FC=1C(=C(C=C(C1)C1=NC(=NO1)N1CCOCC1)NC(=O)C1=CN=C2N1C=CC=C2)C